Trans-4-amino-7-chloro-N-[(3S)-6-(2-cyanocyclopropyl)-5-fluoro-2,3-dihydrobenzofuran-3-yl]-N-methyl-imidazo[1,5-a]quinoxaline-8-carboxamide NC=1C=2N(C3=CC(=C(C=C3N1)Cl)C(=O)N(C)[C@@H]1COC3=C1C=C(C(=C3)[C@H]3[C@@H](C3)C#N)F)C=NC2